4-amino-7-fluoro-N,1-dimethyl-N-((1S)-1-(5-(trifluoromethyl)-2-pyridinyl)ethyl)-1H-pyrazolo[4,3-c]quinoline-8-carboxamide NC1=NC=2C=C(C(=CC2C2=C1C=NN2C)C(=O)N([C@@H](C)C2=NC=C(C=C2)C(F)(F)F)C)F